ClC=1C=C(C=C2C=CC=NC12)CC#N 2-(8-Chloroquinolin-6-yl)acetonitrile